Br.O1C=C(C=C1)C1=C(C(=NS1)O)C1CNCC1 5-(3-furyl)-4-(3-pyrrolidinyl)-3-hydroxyisothiazole hydrobromide salt